3-(3,3-difluorocyclobutyl)-N-((R)-2-(difluoromethoxy)-1-(3-(difluoromethoxy)phenyl)ethyl)-3-hydroxypropanamide FC1(CC(C1)C(CC(=O)N[C@@H](COC(F)F)C1=CC(=CC=C1)OC(F)F)O)F